3-((3-(aminomethyl)benzyl)amino)-5-(2-chlorophenoxy)-4H-benzo[e][1,2,4]thiadiazine 1,1-dioxide NCC=1C=C(CNC2=NS(C3=C(N2)C(=CC=C3)OC3=C(C=CC=C3)Cl)(=O)=O)C=CC1